CC=1C=2N(C=CC1)N=C(C2)C2N(CCC1=C2N=CN1)C1=NC=C(C=N1)C(=O)O 2-[4-(4-methylpyrazolo[1,5-a]pyridin-2-yl)-1,4,6,7-tetrahydroimidazo[4,5-c]pyridin-5-yl]pyrimidine-5-carboxylic acid